O-((5,5-dimethyltetrahydrofuran-3-yl) methyl) S-methyldithiocarbonate C[SH-]C(OCC1COC(C1)(C)C)=S